N-hydroxy-3-[(3-methylphenyl)sulfanyl]pyridazine-4-carboximidamide ONC(=N)C1=C(N=NC=C1)SC1=CC(=CC=C1)C